(S)-2-((4-((2-Hydroxy-1-phenylethyl)amino)-5-(3-(quinuclidin-4-yl)-1,2,4-oxadiazol-5-yl)pyridin-2-yl)amino)-6-(4-methoxybenzyl)-6,7-dihydro-5H-pyrrolo[3,4-b]pyridin-5-one OC[C@H](C1=CC=CC=C1)NC1=CC(=NC=C1C1=NC(=NO1)C12CCN(CC1)CC2)NC2=CC=C1C(=N2)CN(C1=O)CC1=CC=C(C=C1)OC